NC=1N=NC(=CC1N1N=C(C(=C1)N1CCN(CC1)C1CCC(CC1)C1=CC=CC2=C1OCCN2[C@H]2C(NC(CC2)=O)=O)C)C2=C(C=CC=C2)O (R)-3-(8-((1r,4R)-4-(4-(1-(3-amino-6-(2-hydroxyphenyl)pyridazin-4-yl)-3-methyl-1H-pyrazol-4-yl)piperazin-1-yl)cyclohexyl)-2,3-dihydro-4H-benzo[b][1,4]oxazin-4-yl)piperidine-2,6-dione